CC(C(O)(C)C)(C)C tetramethyl-propanol